N-[1-(8-cyanoquinoxalin-5-yl)-5-(trifluoromethyl)piperidin-3-yl]3,3-dimethylbutanamide C(#N)C=1C=CC(=C2N=CC=NC12)N1CC(CC(C1)C(F)(F)F)NC(CC(C)(C)C)=O